ClC1=C(C(=O)NC2=C3C=NN(C3=CC=C2)C=2C=NC=C(C2)C2CC2)C=C(C=C1)CNC(C(C)(C)C)=O 2-Chloro-N-[1-(5-cyclopropylpyridin-3-yl)-1H-indazol-4-yl]-5-{[(2,2-dimethylpropionyl)amino]methyl}benzamide